(3-(dimethylamino)phenyl)boric acid CN(C=1C=C(C=CC1)OB(O)O)C